C(C)OC(CC1=C(C(=CC=C1)N(C)C[C@H](O)C=1C=C(C2=C(C=CO2)C1OC)Br)OCOC)=O |r| (±)-2-(3-((2-(7-Bromo-4-methoxybenzofuran-5-yl)-2-hydroxyethyl)(methyl)amino)-2-(methoxymethoxy)phenyl)acetic acid ethyl ester